ClCCCCCC(CCCC)Cl 1,6-dichlorodecane